2,2'-azinobis[3-ethylbenzthiazoline-6-sulfonate] N(N=C1SC2=C(N1CC)C=CC(=C2)S(=O)(=O)[O-])=C2SC1=C(N2CC)C=CC(=C1)S(=O)(=O)[O-]